O=C1NC(CCC1N1CC2=CC(=C(C=C2C1)F)F)=O 2-(2,6-dioxopiperidin-3-yl)-5,6-difluoroisoindoline